ethyl 2-(2-((5-(3-(aminomethyl)phenyl)-7-(2,2,2-trifluoro-1-hydroxyethyl)benzofuran-3-yl)methoxy)phenyl)acetate NCC=1C=C(C=CC1)C=1C=C(C2=C(C(=CO2)COC2=C(C=CC=C2)CC(=O)OCC)C1)C(C(F)(F)F)O